N-((1r,4r)-4-hydroxycyclohexyl)-2-(1H-imidazol-1-yl)-5H-pyrrolo[3,2-d]pyrimidine-4-carboxamide OC1CCC(CC1)NC(=O)C=1C2=C(N=C(N1)N1C=NC=C1)C=CN2